benzyl (2E)-2-methylhexa-2,5-dienoate C/C(/C(=O)OCC1=CC=CC=C1)=C\CC=C